2-[4-[3-(2,4-dioxohexahydropyrimidin-1-yl)-1-methyl-indazol-6-yl]-3-fluoro-1-piperidinyl]acetic acid O=C1N(CCC(N1)=O)C1=NN(C2=CC(=CC=C12)C1C(CN(CC1)CC(=O)O)F)C